FC1=CC(=CC=2OC[C@@H](C(NC21)=O)NC(=O)C2=NN1C(CCC[C@@H]1CCC)=N2)C (S)-N-((S)-6-fluoro-8-methyl-4-oxo-2,3,4,5-tetrahydrobenzo[b][1,4]oxazepin-3-yl)-5-propyl-5,6,7,8-tetrahydro-[1,2,4]triazolo[1,5-a]pyridine-2-carboxamide